C(C)(C)[Al]C(C)C Diisopropyl-aluminum